C(C)OC(=O)C1=CN(C=C(C1=O)C1=CC=C(C=C1)F)C1CCOCC1 5-(4-fluorophenyl)-4-oxo-1-(tetrahydro-2H-pyran-4-yl)-1,4-dihydropyridine-3-carboxylic acid ethyl ester